1-(4-((4-((2',4'-difluoro-4-methoxy-[1,1'-biphenyl]-3-yl)amino)-7-(difluoro-methoxy)quinazolin-6-yl)amino)piperidin-1-yl)prop-2-en-1-one FC1=C(C=CC(=C1)F)C1=CC(=C(C=C1)OC)NC1=NC=NC2=CC(=C(C=C12)NC1CCN(CC1)C(C=C)=O)OC(F)F